COC(=O)C=1C=C(C(=O)N)C=CC1 3-methoxycarbonylbenzamide